(R)-7a'-(((7-chloro-8-fluoro-4-((1S,7R,8S)-8-fluoro-2-azabicyclo[5.1.0]octan-2-yl)pyrido[4,3-d]pyrimidin-2-yl)oxy)methyl)-6'-methylenehexahydrospiro[cyclopropane-1,1'-pyrrolizine] ClC1=C(C=2N=C(N=C(C2C=N1)N1[C@@H]2[C@H]([C@@H]2CCCC1)F)OC[C@@]12CC(CN2CCC12CC2)=C)F